(S)-methyl 2-((1R,2S,5S)-6,6-dimethyl-3-azabicyclo[3.1.0]hexane-2-carboxamido)-3-((S)-2-oxopyrrolidin-3-yl)propanoate CC1([C@H]2CN[C@@H]([C@@H]12)C(=O)N[C@H](C(=O)OC)C[C@H]1C(NCC1)=O)C